COC=1C=CC(CC1C=1C2=C(OCC1)C=1C=CC(=CC1C1=C2C(C2=CC(=CC=C21)C2=CC=CC=C2)(CCC)CCC)N2CCCCC2)(OCCOCCOCCOC2OCCCC2)C2=CC=CC=C2 6-methoxy-7-(piperidin-1-yl)-11-phenyl-13,13-dipropyl-3-phenyl-3-(2-(2-(2-((tetrahydro-2H-pyran-2-yl)oxy)ethoxy)ethoxy)ethoxy)phenyl-3H,13H-indeno[2',3':3,4]naphtho[1,2-b]pyran